CC12CC(N(C2C1)C(CNC(C1=CC=C(C=C1)OC1=CC=C(C=C1)C)=O)=O)C(=O)O 5-methyl-2-((4-(p-tolyloxy)benzoyl)glycyl)-2-azabicyclo[3.1.0]hexane-3-carboxylic acid